NC1(COC2=C1C=CC(=C2)Br)C(C)(C)O 2-(3-amino-6-bromo-2,3-dihydrobenzofuran-3-yl)propan-2-ol